(1s,4s)-4-((5-(1-Cyclopropyl-1H-pyrazol-3-yl)-2-((2-(1-(cyclopropylsulfonyl)-1H-pyrazol-4-yl)pyrimidin-4-yl)amino)pyridin-4-yl)amino)-1-methylcyclohexan-1-ol C1(CC1)N1N=C(C=C1)C=1C(=CC(=NC1)NC1=NC(=NC=C1)C=1C=NN(C1)S(=O)(=O)C1CC1)NC1CCC(CC1)(O)C